FC(=C1CCN(CC1)C1=NC(=CC(=N1)NC(C1=C(C=C(C=C1)I)N1CCC2(CC2)CC1)=O)C)F N-(2-(4-(difluoromethylene)piperidin-1-yl)-6-methylpyrimidin-4-yl)-4-iodo-2-(6-azaspiro[2.5]oct-6-yl)benzamide